6-[[(2S,3S,4S,5S)-3-(3,4-difluoro-2-methoxy-phenyl)-4,5-dimethyl-5-(trifluoromethyl)tetrahydrofuran-2-carbonyl]amino]pyrazine-2-carboxamide FC=1C(=C(C=CC1F)[C@H]1[C@H](O[C@@]([C@H]1C)(C(F)(F)F)C)C(=O)NC1=CN=CC(=N1)C(=O)N)OC